(1S,3R)-3-acetylamino-N-[5-chloro-4-(5-fluoro-1,1-dimethyl-2,3-dihydropyrrolo[1,2-a]benzimidazol-7-yl)-2-pyridinyl]cyclohexanecarboxamide C(C)(=O)N[C@H]1C[C@H](CCC1)C(=O)NC1=NC=C(C(=C1)C=1C=C(C2=C(N3C(=N2)CCC3(C)C)C1)F)Cl